1-((10-hydroxy-7-(4,4,4-trifluoro-3-methylbutyryl)-7-azaspiro[4.5]decan-10-yl)methyl)-N,N-dimethyl-6-oxo-4-phenyl-1,6-dihydropyridine-3-carboxamide OC1(CCN(CC12CCCC2)C(CC(C(F)(F)F)C)=O)CN2C=C(C(=CC2=O)C2=CC=CC=C2)C(=O)N(C)C